ClC1=CC(=C(C(=O)N2C[C@H](N(CC2)C=2C(=NC(=CC2)C2=C(C=CC=C2)OCC)C(=O)N[C@H]2CN(CC2)CCOCCOCCOCCOCCNC(OC(C)(C)C)=O)CC)C=C1)C(F)F tert-butyl (14-((R)-3-(3-((R)-4-(4-chloro-2-(difluoromethyl)benzoyl)-2-ethylpiperazin-1-yl)-6-(2-ethoxyphenyl)picolinamido)pyrrolidin-1-yl)-3,6,9,12-tetraoxatetradecyl)carbamate